[Na].OCC(O)COP(=O)(O)OCC(O)CO glycero-3-phosphoglycerol, sodium salt